ethyl 2,4-diaminophenylcarboxylate NC1=C(C=CC(=C1)N)C(=O)OCC